C(C)(C)(C)OC(=O)[C@H]1CCCC=2N1C(N(N2)CC2=CC(=CC=C2)F)=O |r| tert-Butyl-(5RS)-2-(3-fluorobenzyl)-3-oxo-2,3,5,6,7,8-hexahydro[1,2,4]triazolo[4,3-a]pyridine-5-carboxylate